FC(OC1=CC2=C([C@H](CO2)NC)C=C1F)F (R)-6-(difluoromethoxy)-5-fluoro-N-methyl-2,3-dihydrobenzofuran-3-amine